5-(2-methyl-4-phenoxyphenyl)-N-(2-(methylamino)cyclohexyl)-4-oxo-4,5-dihydro-3H-1-thia-3,5,8-triazaacenaphthylene-2-carboxamide CC1=C(C=CC(=C1)OC1=CC=CC=C1)N1C(NC2=C(SC=3N=CC=C1C32)C(=O)NC3C(CCCC3)NC)=O